tert-butyl 3-(6-(5-(2-cyanoacetamido)pyrazolo[1,5-a]pyridin-3-yl)pyridin-2-yl)piperidine-1-carboxylate C(#N)CC(=O)NC1=CC=2N(C=C1)N=CC2C2=CC=CC(=N2)C2CN(CCC2)C(=O)OC(C)(C)C